COC(=O)C1CCC(CC1)CN1C(N(C=2N=CN(C2C1=O)C)C)=O 4-((3,7-dimethyl-2,6-dioxo-2,3,6,7-tetrahydro-1H-purin-1-yl)methyl)-cyclohexanecarboxylic acid methyl ester